3-[4-[3-(1,3-Dioxolan-2-yl)propoxy]phenyl]piperidine-2,6-dione O1C(OCC1)CCCOC1=CC=C(C=C1)C1C(NC(CC1)=O)=O